3-Azido-1-(7-chlorodibenzo[b,e][1,4]oxazepin-5(11H)-yl)propan-1-one N(=[N+]=[N-])CCC(=O)N1C2=C(OCC3=C1C=CC=C3)C=CC(=C2)Cl